O=C1NC(CCC1N1C(C2=CC=C(C=C2C1)C1CCN(CC1)C1CCN(CC1)CCC(=O)O)=O)=O 3-(4-(2-(2,6-dioxopiperidin-3-yl)-1-oxoisoindolin-5-yl)-[1,4'-bipiperidin]-1'-yl)propanoic acid